tert-butyl-(3S)-3-[[4-[1-(benzenesulfonyl)-6-(4,4,5,5-tetramethyl-1,3,2-dioxaborolan-2-yl)indol-3-yl]-5-(trifluoromethyl)pyrimidin-2-yl]amino]piperidine C(C)(C)(C)N1C[C@H](CCC1)NC1=NC=C(C(=N1)C1=CN(C2=CC(=CC=C12)B1OC(C(O1)(C)C)(C)C)S(=O)(=O)C1=CC=CC=C1)C(F)(F)F